C(C)(C)C1=C(NC2=CC=C(C=C12)C1CCN(CC1)C1CCN(CC1)C)C=1C=C2C(=NC1)NC=C2 5-(3-isopropyl-5-(1'-methyl-[1,4'-bipiperidin]-4-yl)-1H-indol-2-yl)-1H-pyrrolo[2,3-b]pyridine